NC1=NC=NC=2NC3=C(C=C(C=C3C21)C(=O)OC)OC methyl 4-amino-8-methoxy-9H-pyrimido[4,5-b]indole-6-carboxylate